C(C1=CC=CC=C1)N1[C@H]2[C@@H]([C@@H]3C=N[C@]2([C@H](CC1)C3)C(=O)NCC(C)C)CC(C)C |o1:8,9,10,13,14| (1R*,2R*,3S*,7S*,8S*)-4-benzyl-8-isobutylaminocarbonyl-2-isobutyl-4,9-diazatricyclo[5.3.1.03,8]undeca-9-ene